tert-butyl 4-(2-hydroxyethyl)-1,4-diazepan-1-carboxylate OCCN1CCN(CCC1)C(=O)OC(C)(C)C